2-AMINO-5-METHYLHEX-4-ENOIC ACID NC(C(=O)O)CC=C(C)C